4-(2'-(5-Cyclopropyl-1H-imidazol-2-yl)-3,4'-bipyridin-5-yl)morpholin C1(CC1)C1=CN=C(N1)C1=NC=CC(=C1)C=1C=NC=C(C1)N1CCOCC1